ClC=1C=C(C=CC1F)NC1=NC=NC2=CC(=C(C=C12)OC1CCOCC1)OCCNS(=O)(=O)C 4-[(3-chloro-4-fluoro-phenyl)amino]-6-(tetrahydropyran-4-yloxy)-7-(2-methanesulfonylamino-ethoxy)-quinazoline